1-methyl-1,4,9-triazaspiro[5.5]undecane-2,5-dione CN1C(CNC(C12CCNCC2)=O)=O